ClC=1C=C2C(=NC1C1=CC=C(C=C1)C1=CC=C(C=C1)CNC[C@@H]([C@H]([C@@H]([C@@H](CO)O)O)O)O)N=C(N2)OC2CCC(CC2)C(=O)O (1r,4r)-4-((6-chloro-5-(4'-((((2S,3R,4R,5R)-2,3,4,5,6-pentahydroxyhexyl)amino)methyl)-[1,1'-biphenyl]-4-yl)-1H-imidazo[4,5-b]pyridin-2-yl)oxy)cyclohexane-1-carboxylic acid